N1CCC(CC1)C(C)C1=C(C=CC2=C(C=CC=C12)OC1=CC=C(C=C1)C(F)(F)F)C(=O)N (1-(piperidin-4-yl)ethyl)-5-(4-(trifluoromethyl)phenoxy)-2-naphthamide